(1'r,2'r)-5'-methyl-phenethyl-2'-(prop-1-en-2-yl)-1',2',3',4'-tetrahydro-[1,1'-biphenyl]-2,6-diol CC=1CC[C@H]([C@@H](C1)C=1C(=C(C=CC1O)CCC1=CC=CC=C1)O)C(=C)C